FC1=C(C=C(C=C1)F)[C@@H]1N(CCC1)C1=NNC2=NC=C(C=C21)C2N(CCC2(CC(=O)NC)O)C(=O)N (3-((R)-2-(2,5-difluorophenyl)pyrrolidin-1-yl)-1H-pyrazolo[3,4-b]pyridin-5-yl)-3-hydroxy-3-(2-(methylamino)-2-oxoethyl)pyrrolidine-1-carboxamide